O1COC2=C1C=CC(=C2)OCC(=O)NC(NC2=NC=CC=C2F)=O 2-(benzo[d][1,3]dioxol-5-yloxy)-N-((3-fluoropyridin-2-yl)carbamoyl)acetamide